C(C1=CC=CC=C1)N1C2=NC=NC(=C2N=C1C1=C(C=C(OCCN2C(C(NCC2)(C)C)=O)C=C1)Cl)OC1(CC1)C 1-(2-(4-(9-benzyl-6-(1-methylcyclopropoxy)-9H-purin-8-yl)-3-chlorophenoxy)ethyl)-3,3-dimethyl-piperazin-2-one